C(C)OC(C1=C(C(=C(C=C1)N1CCNCC1)F)F)=O 2,3-difluoro-4-(piperazin-1-yl)benzoic acid ethyl ester